OC=1C=C2CC(C(C2=CC1O)=O)=CC1=C(C=C(C=C1)O)C(F)(F)F 5,6-dihydroxyl-2-(4-hydroxy-2-(trifluoromethyl)benzylidene)-2,3-dihydro-1H-indene-1-one